10-Hydroxy-2,4a,6a,9,12b,14a-hexamethyl-11-oxo-1,2,3,4,4a,5,6,6a,11,12b,13,14,14a,14b-tetradecahydro-picene-2-carboxylic acid OC1=C(C2=CC=C3C4(CCC5(CCC(CC5C4(CCC3(C2=CC1=O)C)C)(C(=O)O)C)C)C)C